CC(CS)CCCCCCS 2-methyl-1,8-octanedithiol